C1(CC1)(C(=O)O)C(=O)O 1,1-cyclopropanedicarboxylic acid